ClC=1OC=CC1C(=O)N[C@H](C)C1CC1 2-chloro-N-[(1R)-1-cyclopropylethyl]-3-furancarboxamide